3-((1-((R)-3-cyclohexyl-2-methylpropanoyl)-4-hydroxy-3,3-dimethylpiperidin-4-yl)methyl)-6-(thien-3-yl)pyrimidin-4(3H)-one C1(CCCCC1)C[C@H](C(=O)N1CC(C(CC1)(O)CN1C=NC(=CC1=O)C1=CSC=C1)(C)C)C